ClC=1C(=C(C=CC1)C)C1=NC(=C(C(=O)O)C=C1)N (3-chloro-2-tolyl)-aminonicotinic acid